CC(C)(COP(=O)(O)OP(=O)(O)OC[C@@H]1[C@H]([C@H]([C@@H](O1)N2C=NC3=C(N=CN=C32)N)O)OP(=O)(O)O)[C@H](C(=O)NCCC(=O)NCCSC(=O)CC=O)O The molecule is an acyl-CoA thioester that results from the formal condensation of the thiol group of coenzyme A with the carboxy group of 3-oxopropanoic acid. It derives from a 3-oxopropanoic acid. It is a conjugate acid of a 3-oxopropanoyl-CoA(4-).